3-(2-(1-methyl-1H-1,2,3-triazol-4-yl)pyridin-4-yl)-5-(trifluoromethyl)-1,2,4-oxadiazole CN1N=NC(=C1)C1=NC=CC(=C1)C1=NOC(=N1)C(F)(F)F